2-hydroxyethyl(2-acetoxyethyl)terephthalate OCCC=1C(=C(C(=O)[O-])C=CC1C(=O)[O-])CCOC(C)=O